C1=CC=C2N1C1=CC=CC=C1C=C2 pyrrolo[1,2-a]quinoline